(1-benzyl-1H-indazol-4-yl)-2-chloro-5-{[(cyclopropylcarbonyl)amino]methyl}benzamide C(C1=CC=CC=C1)N1N=CC2=C(C=CC=C12)C=1C(=C(C(=O)N)C=C(C1)CNC(=O)C1CC1)Cl